5-Cyclopropoxy-3-iodo-1-(tetrahydro-2H-pyran-2-yl)-1H-indazole C1(CC1)OC=1C=C2C(=NN(C2=CC1)C1OCCCC1)I